DIMETHYLPYRAZOLE CC1=C(NN=C1)C